(S)-2-amino-N-(4-((S)-1-(5,5-difluoro-2-oxotetrahydropyrimidin-1(2H)-yl)-2-methoxyethyl)pyridin-2-yl)-2-(4,4-difluorocyclohexyl)acetamide N[C@H](C(=O)NC1=NC=CC(=C1)[C@@H](COC)N1C(NCC(C1)(F)F)=O)C1CCC(CC1)(F)F